(R)-(2-(2-fluoropropan-2-yl)-4-methyloxazol-5-yl)(4-(4-methylpyrazolo[1,5-a]pyridin-2-yl)-6,7-dihydro-1H-imidazo[4,5-c]pyridin-5(4H)-yl)methanone FC(C)(C)C=1OC(=C(N1)C)C(=O)N1[C@H](C2=C(CC1)NC=N2)C2=NN1C(C(=CC=C1)C)=C2